5-nitro-N-[4-(propan-2-yl)phenyl]-2-(pyrimidin-4-ylsulfanyl)benzamide [N+](=O)([O-])C=1C=CC(=C(C(=O)NC2=CC=C(C=C2)C(C)C)C1)SC1=NC=NC=C1